ClCC1=NC(=NO1)C1C2CN(CC12)C1=CC(=CC=C1)Cl 5-(chloromethyl)-3-[3-(3-chlorophenyl)-3-azabicyclo[3.1.0]hexane-6-yl]-1,2,4-oxadiazole